6-(4-(cyclopropylsulfonyl)piperazin-1-yl)-7-methoxy-1,9-dimethyl-9H-pyrido[3,4-b]indole C1(CC1)S(=O)(=O)N1CCN(CC1)C=1C=C2C3=C(N(C2=CC1OC)C)C(=NC=C3)C